C(C)(C)(C)OC(=O)N1CC(CCC1)C1=NC=CC(=N1)C1=NC(=C2N=C(N(C2=N1)C)C1=CC=NC=C1)N1CCOCC1 3-(4-(9-methyl-6-morpholino-8-(pyridin-4-yl)-9H-purin-2-yl)pyrimidin-2-yl)piperidine-1-carboxylic acid tert-butyl ester